4-chloro-N-((2-chloro-1,6-naphthyridin-7-yl)methyl)-3-(methylsulfonyl)benzamide ClC1=C(C=C(C(=O)NCC2=NC=C3C=CC(=NC3=C2)Cl)C=C1)S(=O)(=O)C